CN1N=CC(=C1)C1=CC2=C(N[C@H](C(N2)=O)[C@H](C2=CC=CC=C2)NCCC2=CC=C(C#N)C=C2)N=C1 4-[2-[[(S)-[(3S)-7-(1-methylpyrazol-4-yl)-2-oxo-3,4-dihydro-1H-pyrido[2,3-b]pyrazin-3-yl]-phenyl-methyl]amino]ethyl]benzonitrile